NC1=C2C(=NC=N1)N(N=C2C2=CC(=C(C=C2)N)F)C2CCC(CC2)O 4-(4-AMINO-3-(4-AMINO-3-FLUOROPHENYL)-1H-PYRAZOLO[3,4-D]PYRIMIDIN-1-YL)CYCLOHEXAN-1-OL